3-phosphonooxypent-4-enoate P(=O)(O)(O)OC(CC(=O)[O-])C=C